C1(CC1)C1=C(C=CC=C1OC)C(C(=O)O)N1CC(C1)OCCCCCC1=NC=2NCC(CC2C=C1)C 2-(2-cyclopropyl-3-methoxyphenyl)-2-(3-((5-(6-methyl-5,6,7,8-tetrahydro-1,8-naphthyridin-2-yl)pentyl)oxy)azetidin-1-yl)acetic acid